P#[Sn] Tin Monophosphide